triphenylsulfonium tetrakis(perfluorophenyl)borate salt FC1=C(C(=C(C(=C1F)F)F)F)[B-](C1=C(C(=C(C(=C1F)F)F)F)F)(C1=C(C(=C(C(=C1F)F)F)F)F)C1=C(C(=C(C(=C1F)F)F)F)F.C1(=CC=CC=C1)[S+](C1=CC=CC=C1)C1=CC=CC=C1